(1R,3R,4R)-N-((S)-1-cyano-2-((S)-2-oxopyrrolidin-3-yl)ethyl)-2-(4-(difluoromethyl)-6-fluoro-1H-indole-2-carbonyl)-5,5-difluoro-2-azabicyclo[2.2.2]octane-3-carboxamide C(#N)[C@H](C[C@H]1C(NCC1)=O)NC(=O)[C@@H]1N([C@H]2CC([C@@H]1CC2)(F)F)C(=O)C=2NC1=CC(=CC(=C1C2)C(F)F)F